3-formyl-1-(4-chlorobenzyl)-4-oxo-4H-pyrido[1,2-a]pyrimidinium C(=O)C1=C[N+](=C2N(C1=O)C=CC=C2)CC2=CC=C(C=C2)Cl